(S)-5-(4-(bis(4-methoxybenzyl)amino)-2-oxo-3-(4-phenoxyphenyl)-2,3-dihydro-1H-imidazo[4,5-c]pyridin-1-yl)-3,3-difluoropiperidine-1-carboxylic acid tert-butyl ester C(C)(C)(C)OC(=O)N1CC(C[C@@H](C1)N1C(N(C=2C(=NC=CC21)N(CC2=CC=C(C=C2)OC)CC2=CC=C(C=C2)OC)C2=CC=C(C=C2)OC2=CC=CC=C2)=O)(F)F